C(C)(C)(C)OC(=O)N1C(C(C2=NNC(C=3C=C(C=C1C23)F)=O)Cl)C2=CC=C(C=C2)F 5-fluoro-9-chloro-8-(4-fluorophenyl)-8,9-dihydro-2H-pyrido[4,3,2-de]Phthalazine-3(7H)-one-7-carboxylic acid tert-butyl ester